FC(F)C1=NNC=C1NC1=CC=CC=C1 (difluoromethyl)-N-phenyl-pyrazol-4-amine